CNC1CS(C=C1)(=O)=O 3-(methylamino)-2,3-dihydrothiophene 1,1-dioxide